[C@H](C)(CC)[C@@H]1N(CC2=C(NC1=O)C=CC=C2)C(=O)N[C@H]2CN(CC2)C (S)-3-((S)-sec-butyl)-N-((R)-1-methylpyrrolidin-3-yl)-2-oxo-1,2,3,5-tetrahydro-4H-benzo[e][1,4]diazepine-4-carboxamide